5,7-bis(2-isooctyl)benzo[1,2-C:4,5-C']dithiophene-4,8-dione CC(CCCC(C)C)C1=C2C(=C(S1)C(C)CCCC(C)C)C(C=1C(=CSC1)C2=O)=O